FC1=CC=C(C=C1)C1=NN(C(=C1)O)C1=NC(=C(N=C1C)C)C 3-(4-fluorophenyl)-1-(3,5,6-trimethylpyrazin-2-yl)-1H-pyrazol-5-ol